[2H]COC1=C(C=C(C=N1)C1=CC=C2C(=NNC2=C1)C(=O)NC)C(N[C@H](C)C1=CC(=CC=C1)C(F)(F)F)=O 6-[6-(deutero)methoxy-5-{[(1R)-1-[3-(trifluoromethyl)phenyl]-ethyl]carbamoyl}pyridin-3-yl]-N-methyl-1H-indazole-3-carboxamide